FC1=C(C(=O)NC(NC2=C(C=CC=C2)C)=O)C=CC(=C1)C(F)(F)F 2-fluoro-N-(o-tolylcarbamoyl)-4-(trifluoromethyl)benzamide